BrC=1C(=NC=C(C1)F)C=1OC[C@@](N1)(C)CCCC (R)-2-(3-bromo-5-fluoropyridin-2-yl)-4-butyl-4-methyl-4,5-dihydrooxazole